3-((1-isopropyl-1H-[1,2,3]triazolo[4,5-h]quinazolin-8-yl)amino)piperidin-2-one C(C)(C)N1N=NC=2C=CC=3C=NC(=NC3C21)NC2C(NCCC2)=O